NC1=NC=CC=C1C1=NC=2C(=NC(=CC2)C2=CC=CC=C2)N1C1=CC=C(CNC(=O)C2=CC=CC(=N2)C(=O)OC)C=C1 methyl 6-((4-(2-(2-aminopyridin-3-yl)-5-phenyl-3H-imidazo[4,5-b]pyridin-3-yl)benzyl)carbamoyl)picolinate